C(#N)CN(CCN1C(N(CC1)CCN(CC#N)CC#N)=O)CCNCC#N 2,2'-((2-(3-(2-((cyanomethyl)(2-((cyanomethyl)amino)ethyl)amino)ethyl)-2-oxoimidazolidin-1-yl)ethyl)azanediyl)diacetonitrile